N[C@@H]1CN(CC1)C(=O)C=1SC(=CC1C)C1=C(C=C(C=C1)C1CCN(CC1)C)C (S)-(3-aminopyrrolidin-1-yl)(3-methyl-5-(2-methyl-4-(1-methylpiperidin-4-yl)phenyl)thiophen-2-yl)methanone